2,4-Bis(3-methylbut-2-enyl)-5-pentylbenzene-1,3-diol CC(=CCC1=C(C=C(C(=C1O)CC=C(C)C)CCCCC)O)C